COC=1C=C(CN2C(C3=CC=C(C=C3C=C2)C=2C=NNC2)=O)C=CC1 2-(3-Methoxybenzyl)-6-(1H-pyrazol-4-yl)isoquinolin-1(2H)-one